6-(2,4-Dimethylphenyl)-2-(6-methoxypyridin-2-yl)-5,6,7,8-tetrahydrophthalazin-1(2H)-one CC1=C(C=CC(=C1)C)C1CC=2C=NN(C(C2CC1)=O)C1=NC(=CC=C1)OC